Cl.N[C@H]1CN(C[C@H](C1)C(F)(F)F)C1=C2C=CC=NC2=C(C=C1)C#N 5-((3R,5s)-3-AMINO-5-TRIFLUOROMETHYL-PIPERIDIN-1-YL)-QUINOLINE-8-CARBONITRILE HCL